FC(C1=C(C(C2=CC=C(C=C2)OC(F)F)OC2CN(C2)C(=O)NCC=C)C=CC=C1)(F)F 3-[2-(trifluoromethyl)-4'-(difluoromethoxy)benzhydryloxy]-N-(allyl)azetidine-1-carboxamide